N-(tert-butoxycarbonyl)-1,5-pentanediamine C(C)(C)(C)OC(=O)NCCCCCN